C(C)(=O)C1=C2N=C3C(=CC=C(C3=NC2=CC=C1)C(=O)O)[C@H](C)C1=CC=CC2=NC3=C(C=CC=C3N=C12)C(=O)O (R)-6-Acetyl-4-(1-(6-Carboxyphenazin-1-Yl)Ethyl)Phenazine-1-Carboxylic Acid